N(N)C1=NC2=CC=C(C=C2C(=N1)N(C1=CC=CC=C1)C)C 2-hydrazinyl-N,6-dimethyl-N-Phenylquinazolin-4-amine